N-((1s,3s)-1-methyl-3-((5-(pyrazolo[1,5-a]pyridin-5-yl)-7H-pyrrolo[2,3-d]pyrimidin-2-yl)amino)cyclobutyl)acetamide CC1(CC(C1)NC=1N=CC2=C(N1)NC=C2C2=CC=1N(C=C2)N=CC1)NC(C)=O